4-chloro-5-fluoro-2-((4-fluoro-2-methylphenyl)amino)benzoic acid ClC1=CC(=C(C(=O)O)C=C1F)NC1=C(C=C(C=C1)F)C